FC1=C(C=CC=C1)C1=C(C(=O)NC=2C=C3CCC(NC3=C(C2)C)=O)C=CN=C1 3-(2-fluorophenyl)-N-(8-methyl-2-oxo-1,2,3,4-tetrahydroquinolin-6-yl)isonicotinamide